CN(C)CC1=C(C=CC=C1)C1=CC=C(S1)C(C)NS(=O)C(C)(C)C N-(1-(5-(2-((dimethylamino)methyl)phenyl)thiophen-2-yl)ethyl)-2-methylpropane-2-sulfinamide